C(C)(C)(C)OC=1C=C2CC[C@@H]([C@@H](C2=CC1)C1=CC=C(C=C1)N1CCC2(CCC(O2)CO)CC1)C1=CC=CC=C1 (8-(4-((1R,2S)-6-(tert-butoxy)-2-phenyl-1,2,3,4-tetrahydronaphthalen-1-yl)phenyl)-1-oxa-8-azaspiro[4.5]decan-2-yl)methanol